BrC1=C(C=C(C=C1)CBr)C1(CC1)OCC 1-bromo-4-(bromomethyl)-2-(1-ethoxycyclopropyl)benzene